Heptyl nicotinate C(C1=CN=CC=C1)(=O)OCCCCCCC